C(C)(C)(C)C1=C(CO)C(=CC(=C1)O)C(C)(C)C 2,6-di-tert-butyl-4-hydroxybenzyl alcohol